tert-Butyl 4-((6-bromopyridin-3-yl)oxy)piperidine-1-carboxylate BrC1=CC=C(C=N1)OC1CCN(CC1)C(=O)OC(C)(C)C